7-azaspiro[3.5]Nonane-2-carbaldehyde C1C(CC12CCNCC2)C=O